Perfluorothioether FSF